C(C1=CC=CC=C1)N1C[C@@H](CCC1)NCC12CC(C1)(C2)F (3R)-1-benzyl-N-[(3-fluoro-1-bicyclo[1.1.1]pentanyl)methyl]piperidin-3-amine